C(C)(C)(C)C=1C=C(C=C(C1OC)C(C)(C)C)P(C1=C(C(=CC=C1)OC)C1=C(C=CC=C1OC)P(C1=CC(=C(C(=C1)C(C)(C)C)OC)C(C)(C)C)C1=CC(=C(C(=C1)C(C)(C)C)OC)C(C)(C)C)C1=CC(=C(C(=C1)C(C)(C)C)OC)C(C)(C)C (S)-2,2'-bis[bis(3,5-di-tert-butyl-4-methoxyphenyl)phosphino]-6,6'-dimethoxy-1,1'-biphenyl